(E)-2-chloro-4-(2-(4,4-difluorocyclohexyl)vinyl)-5-methoxypyrimidine ClC1=NC=C(C(=N1)\C=C\C1CCC(CC1)(F)F)OC